furan-2,5-dicarboxylic acid hydrazide O1C(=CC=C1C(=O)O)C(=O)NN